4-((3-(3,3-dimethyl-2-oxoazetidin-1-yl)propyl)amino)-2-((3-methyl-1-(1-methylpyrrolidin-3-yl)-1H-pyrazol-4-yl)amino)pyrimidine CC1(C(N(C1)CCCNC1=NC(=NC=C1)NC=1C(=NN(C1)C1CN(CC1)C)C)=O)C